1,4-Butendiol C(=CCCO)O